tert-Butyl 3-(4-(methoxycarbonyl)-3-methylphenyl)piperidine-1-carboxylate COC(=O)C1=C(C=C(C=C1)C1CN(CCC1)C(=O)OC(C)(C)C)C